2-(2,6-dioxopiperidin-3-yl)-5-((8-(3-((1R,4R)-5-((E)-3-(2-hydroxyphenyl)-3-oxoprop-1-en-1-yl)-2,5-diazabicyclo[2.2.1]heptan-2-yl)phenethoxy)octyl)amino)isoindoline-1,3-dione O=C1NC(CCC1N1C(C2=CC=C(C=C2C1=O)NCCCCCCCCOCCC1=CC(=CC=C1)N1[C@H]2CN([C@@H](C1)C2)\C=C\C(=O)C2=C(C=CC=C2)O)=O)=O